Chromium propane CCC.[Cr]